sodium pyrrolidinedithiocarbamic acid tert-butyl-(2-((tert-butyldimethylsilyl)oxy)ethyl)((2',3'-dichloro-6-methoxy-[2,4'-bipyridin]-5-yl)methyl)carbamate C(C)(C)(C)OC(N(CC=1C=CC(=NC1OC)C1=C(C(=NC=C1)Cl)Cl)CCO[Si](C)(C)C(C)(C)C)=O.N1(CCCC1)NC(=S)S.[Na]